FC(C1=CC=C(CN2C(NC(C=C2)=O)=O)C=C1)(F)F 1-(4-(trifluoromethyl)benzyl)pyrimidine-2,4(1H,3H)-dione